5-[(1s,4s)-4-[(tert-butyldimethylsilyl)oxy]cyclohexyl]pyrimidin-2-amine [Si](C)(C)(C(C)(C)C)OC1CCC(CC1)C=1C=NC(=NC1)N